((1-chloromethoxy)carbonyl)oxy-N,N-dimethylethylammonium hydrochloride Cl.ClCOC(=O)O[N+](C)(C)CC